1-[[bis(4-methoxyphenyl)phenylmethoxy]methyl]-N-methyl-7-trimethylsiloxy-2-oxa-5-azabicyclo[2.2.1]heptane-5-carboxamide COC1=CC=C(C=C1)C(OCC12OCC(N(C1)C(=O)NC)C2O[Si](C)(C)C)(C2=CC=CC=C2)C2=CC=C(C=C2)OC